BrC1=C(NC2=C(NC3=C2C(NCC3)=O)C3=C(C=NC=C3)OCC(C)(C)OC)C=CC=C1F 3-(2-bromo-3-fluoroanilino)-2-[3-(2-methoxy-2-methylpropoxy)pyridin-4-yl]-1,5,6,7-tetrahydro-4H-pyrrolo[3,2-c]pyridin-4-one